C(CCC)OC(C=C)=O.C(C=C)#N acrylonitrile butyl-acrylate